N1N=CC2=CC(=CC=C12)NC1=NC(=NC=C1)C1=CC=C2C=C(NC2=C1)C(=O)N[C@H](C)C=1C=NC(=CC1)C(F)(F)F (R)-6-(4-((1H-indazol-5-yl)amino)-pyrimidin-2-yl)-N-(1-(6-(trifluoromethyl)-pyridin-3-yl)ethyl)-1H-indole-2-carboxamide